NC(C(=O)O)CC(C(=O)O)N 2,4-diaminopentanedioic acid